OC1CC(C1)N1N=NC(=C1)C(=O)O 1-((1R,3R)-3-hydroxycyclobutyl)-1H-1,2,3-triazole-4-carboxylic acid